L-9-phenylacridine C1(=CC=CC=C1)C=1C2=CC=CC=C2N=C2C=CC=CC12